ClC=1C=C(CN2C(C3=CC(=CC=C3CC2)CO)=O)C=C(C1)Cl 2-(3,5-dichlorobenzyl)-7-(hydroxymethyl)-3,4-dihydroisoquinolin-1(2H)-one